N-[(2,6-difluorophenyl)methyl]-N'-(2-pyridylmethyl)-N-(6,7,8,9-tetrahydro-5H-cyclohepta[b]pyridin-9-yl)-1,4-xylylenediamine FC1=C(C(=CC=C1)F)CN(CC1=CC=C(C=C1)CNCC1=NC=CC=C1)C1CCCCC=2C1=NC=CC2